C(C)(C)(C)OC(CCOC=1C=C(C2=C(NC(=N2)C)C1)C(=O)O)=O 6-[3-(tert-butoxy)-3-oxopropoxy]-2-methyl-1H-1,3-benzodiazole-4-carboxylic acid